NC(C(=O)N1CCN(CC1)C1=CC=2C[C@@H]3N(CC2C=C1)[C@@H](CN(C3)C3=C1C=CC=NC1=C(C=C3)C#N)C)(C)C 5-[(4R,11aS)-9-[4-(2-amino-2-methyl-propanoyl)piperazin-1-yl]-4-methyl-1,3,4,6,11,11a-hexahydropyrazino[1,2-b]isoquinolin-2-yl]quinoline-8-carbonitrile